C(C(=C)C)(=O)OCCCCC[SiH2]OC 5-methacryloxypentylmethoxysilane